C(=O)=C1NCC2=C3C(C=CC=C13)=C(C=C2)N2N(C(C=C2)C(=O)NC2=CC(=NC=C2)C(F)(F)F)C(F)(F)F 1-(1-carbonyl-2,3-dihydro-1H-Benzo[de]isoquinolin-6-yl)-2-trifluoromethyl-N-(2-trifluoromethylpyridin-4-yl)-1H-pyrazole-3-carboxamide